N-(4-((2-((4,4-dimethyl-4,5,6,7-tetrahydropyrazolo[1,5-a]pyridin-2-yl)amino)-[1,2,4]triazolo[1,5-a]pyridin-7-yl)oxy)pyridin-2-yl)acetamide CC1(C=2N(CCC1)N=C(C2)NC2=NN1C(C=C(C=C1)OC1=CC(=NC=C1)NC(C)=O)=N2)C